(5-{[(1S)-1-(4-fluorophenyl)ethyl]carbamoyl}thiophen-3-yl)boronic acid FC1=CC=C(C=C1)[C@H](C)NC(=O)C1=CC(=CS1)B(O)O